tert-butyl 2-(1,2-oxazol-3-ylmethoxy)acetate O1N=C(C=C1)COCC(=O)OC(C)(C)C